N-[2-(2-aminoethoxy)ethyl]-4-[[3-[1-(cyclobutylmethyl)-3-(trifluoromethyl)pyrazol-4-yl]imidazo[1,2-a]pyrazin-8-yl]amino]-2-ethylbenzamide NCCOCCNC(C1=C(C=C(C=C1)NC=1C=2N(C=CN1)C(=CN2)C=2C(=NN(C2)CC2CCC2)C(F)(F)F)CC)=O